[N-](S(=O)(=O)C(F)(F)C(F)(F)F)S(=O)(=O)C(F)(F)C(F)(F)F bis(pentafluoroethylsulfonyl)imide